6-(tert-butyldimethylsilyloxy)-3,6-dihydro-2H-pyran-3-ol [Si](C)(C)(C(C)(C)C)OC1C=CC(CO1)O